N1N=CN=C1[C@@H]1CN(CC1)C(=O)N1CC2(C1)CC(C2)CC=2C=NC(=CC2)C(F)(F)F [(3S)-3-(1H-1,2,4-Triazol-5-yl)pyrrolidin-1-yl]-[6-[[6-(trifluoromethyl)-3-pyridyl]methyl]-2-azaspiro[3.3]heptan-2-yl]methanone